tris(trimethylsilyl)-silylium methyltri(2,3,4,5-tetrafluorophenyl)borate C[B-](C1=C(C(=C(C(=C1)F)F)F)F)(C1=C(C(=C(C(=C1)F)F)F)F)C1=C(C(=C(C(=C1)F)F)F)F.C[Si](C)(C)[Si+]([Si](C)(C)C)[Si](C)(C)C